[N+](=O)([O-])C1=C(OCCOCCO)C=CC=C1 2-(2-(2-nitro-phenoxy)-ethoxy)ethan-1-ol